ClC1=C(C=C(C=C1F)N1[C@H](CNCC1)C)F (2S)-1-(4-chloro-3,5-difluoro-phenyl)-2-methyl-piperazine